C1(=C(C=CC=C1)CC(=O)N1CCC(CC1)CCCCNC(=O)N)C 4-(1-(2-(o-tolyl)acetyl)piperidin-4-yl)butylurea